Cl.NC\C=C(\CN1N=NC2=C1C=C(C=C2C=2C=NC=NC2)C#N)/F (Z)-1-(4-amino-2-fluoro-but-2-en-1-yl)-4-(pyrimidin-5-yl)-1H-benzo[d][1,2,3]triazole-6-carbonitrile hydrochloride